C(C)OC(=O)C1=C(N=CO1)C=1N=C(N2C1C=NC(=C2)C)C(NCC2=C(C=C(C=C2)OC)OC)=O.C(CCCCCCCCCCC)[NH2+]CCCCCCCCCCCC dodecyl(lauryl)ammonium ethyl-4-[3-[(2,4-dimethoxyphenyl)methylcarbamoyl]-6-methyl-imidazo[1,5-a]pyrazin-1-yl]oxazole-5-carboxylate